COC(C(C)C1=CC=2N(C3=CC=C(C=C3C2C=C1)N1CCCCC1)C(=O)OC(C)(C)C)=O tert-Butyl 2-(1-methoxy-1-oxopropan-2-yl)-6-(piperidin-1-yl)-9H-carbazole-9-carboxylate